methylpiperidin-4-yl carbamate C(N)(OC1CCN(CC1)C)=O